N[C@H]1[C@H]([C@H](O[C@@H]2[C@H]1N=C(O2)C(F)(F)F)CO)O (3aS,5R,6R,7R,7aS)-7-amino-5-(hydroxymethyl)-2-(trifluoromethyl)-3a,6,7,7a-tetrahydro-5H-pyrano[3,2-d]oxazol-6-ol